3-allyl-5-(3-chlorophenyl)-6-(4-chlorophenyl)-1-isopropyl-6-methylpiperidin-2-one C(C=C)C1C(N(C(C(C1)C1=CC(=CC=C1)Cl)(C)C1=CC=C(C=C1)Cl)C(C)C)=O